Methyl-2-(((6-chloropyrimidin-4-yl)amino) methyl)-6-cyclopropylimidazo[1,2-a]pyridine-8-carboxylate COC(=O)C=1C=2N(C=C(C1)C1CC1)C=C(N2)CNC2=NC=NC(=C2)Cl